O1COC2=C1C=CC(=C2)NC2=NC=C(C(=N2)N2C=C(C=C2)C(=O)NC(CO)C2=CC=CC=C2)F 1-(2-(benzo[d][1,3]dioxol-5-ylamino)-5-fluoropyrimidin-4-yl)-N-(2-hydroxy-1-phenylethyl)-1H-pyrrole-3-carboxamide